NC=1C(=NC(=CC1)C1=CC=C(C=C1)F)NC(=O)C=1C=NC(=NC1)NC1CC1 N-(3-amino-6-(4-fluorophenyl)pyridin-2-yl)-2-(cyclopropylamino)pyrimidine-5-carboxamide